CC(C=O)C1=CC=CC=C1 The molecule is a member of the class of phenylacetaldehydes that is phenylacetaldehyde in which a hydrogen alpha to the aldehyde carbonyl group has been replaced by a methyl group. The major species at pH 7.3.